2-methyl-[1,2,4]triazolo[1,5-b]pyridazin CC1=NN2N=CC=CC2=N1